COC1=CC=C(C=C1)CN1C(C(CCC1=O)N1C(N(C2=C1C=CC(=C2)OCCOCCOCCOCC=O)C)=O)=O 2-[2-(2-{2-[(1-{1-[(4-methoxyphenyl)methyl]-2,6-dioxopiperidin-3-yl}-3-methyl-2-oxo-1,3-benzodiazol-5-yl)oxy]ethoxy}ethoxy)ethoxy]acetaldehyde